2,2-dimethyl-N-[6-(1-methylpiperidine-4-carbonyl)-2-pyridyl]propanamide CC(C(=O)NC1=NC(=CC=C1)C(=O)C1CCN(CC1)C)(C)C